[6-[(4-tert-butylthiazol-2-yl)methyl]-2,6-diazaspiro[3.3]heptan-2-yl]-[6-(3-cyclopropyl-1,2,4-triazol-1-yl)-2-azaspiro[3.3]heptan-2-yl]methanone C(C)(C)(C)C=1N=C(SC1)CN1CC2(CN(C2)C(=O)N2CC3(C2)CC(C3)N3N=C(N=C3)C3CC3)C1